N1C=C(C2=CC=CC=C12)C(C[2H])[2H] 2-(3-indolyl)ethane-1,2-d